2-(4-bromo-1H-pyrazol-1-yl)-2-(3,4-dichlorophenyl)-N,N-dimethylethane-1-amine BrC=1C=NN(C1)C(CN(C)C)C1=CC(=C(C=C1)Cl)Cl